N-[(benzyloxy)carbonyl]-L-alanyl-N-methyl-L-alanine C(C1=CC=CC=C1)OC(=O)N[C@@H](C)C(=O)N([C@@H](C)C(=O)O)C